2-((3-methoxyphenyl)amino)-N-(1-methyl-3-(trifluoromethyl)-1H-pyrazol-5-yl)benzamide COC=1C=C(C=CC1)NC1=C(C(=O)NC2=CC(=NN2C)C(F)(F)F)C=CC=C1